5-methyl-1H-indazol-4-yl-boronic acid CC=1C(=C2C=NNC2=CC1)B(O)O